CC(COC)(C(CC(C(C)(C)C)=O)=O)C 2,2,6,6-tetramethyl-1-methoxyheptane-3,5-dione